CC1=CC=C(C=C1)NC(N(C)C)=O 3-(p-methylphenyl)-1,1-dimethylurea